2-(2-(ethylsulfanyl)-6-phenylpyrazolo[1,5-a]pyrimidin-3-yl)-3-methyl-6-(trifluoromethyl)-3H-imidazo[4,5-b]pyridine C(C)SC1=NN2C(N=CC(=C2)C2=CC=CC=C2)=C1C1=NC=2C(=NC=C(C2)C(F)(F)F)N1C